(2S)-2-(t-Butoxycarbonylamino)-4-oxo-4-(tritylamino)butanoic acid C(C)(C)(C)OC(=O)N[C@H](C(=O)O)CC(NC(C1=CC=CC=C1)(C1=CC=CC=C1)C1=CC=CC=C1)=O